3-(5-amino-4-chloro-2-methyl-3-pyridinyl)-N-methyl-1,6-naphthyridin-7-amine NC=1C(=C(C(=NC1)C)C=1C=NC2=CC(=NC=C2C1)NC)Cl